C1(CCCCC1)C(C)OC([C@@H](NC(=O)C1=NC=CC(=C1O)OC)C)=O N-[(3-hydroxy-4-methoxy-2-pyridyl)carbonyl]-L-alanine 1-cyclohexylethyl ester